ClC1=CC(=C(OC(CC)C2=CC=[N+](C=C2)CCC)C=C1)C1=NC2=CC=CC=C2C(N1)=O 4-(1-(4-chloro-2-(4-oxo-3,4-dihydroquinazolin-2-yl)phenoxy)propyl)-1-propylpyridin-1-ium